C(=O)C=1C=C(C=CC1)S(=O)(=O)C1=CC(=CC=C1)C=O m-formylphenylsulfone